C(CCC)P(O)(=O)C butyl-(methyl)phosphinic acid